IC1CC2(COC1)C(NC1=CC=CC=C12)=O 5'-Iodo-2',4',5',6'-tetrahydrospiro[indoline-3,3'-pyran]-2-one